2'-O-methyladenosine-3'-phosphate P(=O)(O)(O)O[C@H]1[C@H]([C@@H](O[C@@H]1CO)N1C=NC=2C(N)=NC=NC12)OC